NCC1=C(C=CC=C1)C=1C=CC(=NC1)C[N+]1=NOC(=C1)[N-]C(NC1=CC(=CC(=C1)C(F)(F)F)NC(CC1=CC=CC=C1)=O)=O (3-((5-(2-(Aminomethyl)phenyl)pyridin-2-yl)methyl)-1,2,3-oxadiazol-3-ium-5-yl)((3-(2-phenylacetamido)-5-(trifluoromethyl)phenyl)carbamoyl)amide